1-(((3S)-1-((3-cyano-1-azetidinyl)sulfonyl)-3-piperidinyl)carbonyl)-N-((1R)-1-(3-fluoro-4-methoxyphenyl)ethyl)-D-prolinamide C(#N)C1CN(C1)S(=O)(=O)N1C[C@H](CCC1)C(=O)N1[C@H](CCC1)C(=O)N[C@H](C)C1=CC(=C(C=C1)OC)F